FC(OC1=CC=C(C=C1)C(C)N1N=CC2=C(C=CC=C12)C#CC)F 1-(1-(4-(Difluoromethoxy)phenyl)ethyl)-4-(propane-1-yn-1-yl)-1H-indazole